BrC1=C(C2=C(OC(O2)(F)F)C=C1)N 5-bromo-2,2-difluorobenzo[d][1,3]dioxol-4-amine